[Br-].CN[N+](NC)(C(CCO)CCCCCC)C N,N-dimethylaminohexyl-2-hydroxyethyl-dimethyl-ammonium bromide